C(C)OC(=O)C1=C(C2=C(S1)C=CC(=C2Cl)F)C 4-chloro-5-fluoro-3-methylbenzo[b]thiophene-2-carboxylic acid ethyl ester